ClC1=CC(=C2C(=N1)N(N=C2I)COCC[Si](C)(C)C)OC 6-chloro-3-iodo-4-methoxy-1-((2-(trimethylsilyl)ethoxy)methyl)-1H-pyrazolo[3,4-b]pyridine